C(C1=CC=CC=C1)C1(CC(=NO1)CNC(C1=CC(=CC=C1)OC)=O)C(=O)O 5-benzyl-3-((3-methoxybenzamido)methyl)-4,5-dihydroisoxazole-5-carboxylic acid